2-[1-oxo-4-propan-2-yl-6-(trifluoromethyl)phthalazin-2-yl]acetamide O=C1N(N=C(C2=CC(=CC=C12)C(F)(F)F)C(C)C)CC(=O)N